6-(3-(acetamidomethyl)-3-methylazetidin-1-yl)quinoline-4-carboxylic acid ethyl ester C(C)OC(=O)C1=CC=NC2=CC=C(C=C12)N1CC(C1)(C)CNC(C)=O